N1-(2-(dimethylamino)ethyl)-N1-ethyl-5-fluoro-N4-(4-(1-methyl-1H-indol-3-yl)-7-tosyl-7H-pyrrolo[2,3-d]pyrimidin-2-yl)-2-nitrobenzene-1,4-diamine CN(CCN(C1=C(C=C(C(=C1)F)NC=1N=C(C2=C(N1)N(C=C2)S(=O)(=O)C2=CC=C(C)C=C2)C2=CN(C1=CC=CC=C21)C)[N+](=O)[O-])CC)C